NCCOCCOCCC[C@H]1O[C@@H]([C@@H]([C@@H]([C@H]1CC(=O)N)O)O)CO [(2R,3R,4R,5R,6R)-2-[3-[2-(2-aminoethoxy)ethoxy]propyl]-4,5-dihydroxy-6-(hydroxymethyl)tetrahydropyran-3-yl]acetamide